FC1=C(C(=CC=C1)F)S(=O)(=O)NC=1C=C(C=NC1OC)C=1C=CC=2N=CN=CC2N1 6-(5-((2,6-difluorophenyl)sulfonamido)-6-methoxypyridin-3-yl)pyrido[3,2-d]pyrimidine